(R)-2-((Tert-butoxycarbonyl)amino)-2-methylhexanoic acid C(C)(C)(C)OC(=O)N[C@@](C(=O)O)(CCCC)C